N-((1-((4-fluorophenyl)(hydroxy)methyl)cyclopropyl)methyl)benzamide FC1=CC=C(C=C1)C(C1(CC1)CNC(C1=CC=CC=C1)=O)O